(R)-3-oxo-3-(3-((5-(pyridin-2-ylethynyl)-1H-pyrrolo[2,3-b]pyridin-4-yl)amino)piperidin-1-yl)propionitrile O=C(CC#N)N1C[C@@H](CCC1)NC1=C2C(=NC=C1C#CC1=NC=CC=C1)NC=C2